(E)-1,7-bis(4-hydroxy-3-methoxyphenyl)hept-4-en-3-one OC1=C(C=C(C=C1)CCC(\C=C\CCC1=CC(=C(C=C1)O)OC)=O)OC